5-(4-((4-Methoxypyridin-3-yl)methoxy)phenyl)-2-oxo-6-(trifluoromethyl)-1,2-dihydropyridin-3-carboxamide COC1=C(C=NC=C1)COC1=CC=C(C=C1)C=1C=C(C(NC1C(F)(F)F)=O)C(=O)N